5-[[5-(2-ethoxy-3-pyridinyl)-1-isopropyl-3-methyl-pyrazolo[4,3-b]pyridin-7-yl]oxymethyl]-2-methyl-oxazole C(C)OC1=NC=CC=C1C1=CC(=C2C(=N1)C(=NN2C(C)C)C)OCC2=CN=C(O2)C